benzyl (S)-2-(cyanomethyl)-4-(2-(((S)-1-methylpyrrolidin-2-yl)methoxy)-7-(naphthalen-1-yl)-8-oxo-6-phenyl-7,8-dihydropyrimido[5,4-d]pyrimidin-4-yl)piperazine-1-carboxylate C(#N)C[C@@H]1N(CCN(C1)C=1C2=C(N=C(N1)OC[C@H]1N(CCC1)C)C(N(C(=N2)C2=CC=CC=C2)C2=CC=CC1=CC=CC=C21)=O)C(=O)OCC2=CC=CC=C2